Cl.C(C1=CC=CC=C1)NCC1C2=C(B(O1)O)C(=CC=C2)OC 3-((benzylamino)methyl)-7-methoxybenzo[c][1,2]oxaborol-1(3H)-ol hydrochloride